4-(Boc)bicyclo[2.2.2]octane-1-carboxylic acid C(=O)(OC(C)(C)C)C12CCC(CC1)(CC2)C(=O)O